2,2'-azobis[2-(2-imidazolin-2-yl)propane] dichloride [Cl-].[Cl-].N(=NC(C)(C)C=1NCCN1)C(C)(C)C=1NCCN1